COC=1C=C2C(=CC=NC2=CC1OC)NC1=CC(=CC(=C1)C=1C=NNC1)OC 6,7-Dimethoxy-N-(3-Methoxy-5-(1H-pyrazol-4-yl)phenyl)quinolin-4-amine